C(C)(C)OC(=O)N1CCNCC1 isopropylpiperazine-1-carboxylate